CN(C1=CC=C(CNC2=C3CCN=CC3=CC(=C2)C2=CC=C(C=C2)C(F)(F)F)C=C1)C 5-((4-(dimethylamino)benzyl)amino)-7-(4-(trifluoromethyl)phenyl)-3,4-dihydroisoquinoline